(2S)-2-cyclohexyl-N-[4-(3,5-dimethyl-1H-pyrazol-4-yl)phenyl]-2-[[2-hydroxyethyl(methyl)carbamoyl]amino]acetamide C1(CCCCC1)[C@@H](C(=O)NC1=CC=C(C=C1)C=1C(=NNC1C)C)NC(N(C)CCO)=O